C1(CCC1)CN[C@H]1CN(CCC1)C=1C=CC(=NC1)C(C)N1N=NC(=C1)C=1N=C2N(C(C1)=O)C=CC=C2 2-(1-(1-(5-((R)-3-((cyclobutylmethyl)amino)piperidin-1-yl)pyridin-2-yl)ethyl)-1H-1,2,3-triazol-4-yl)-4H-pyrido[1,2-a]pyrimidin-4-one